C(C)(C)(C)OC(=O)N1CC(=CCC1)C(=O)O 1-(tert-butoxycarbonyl)-1,2,5,6-tetrahydropyridine-3-carboxylic acid